methyl (2s,4s)-7-(4-methoxyphenylmethyl)-6,8-dioxo-5,7-diazaspiro[3.4]octane-2-carboxylate COC1=CC=C(C=C1)CN1C(NC2(CC(C2)C(=O)OC)C1=O)=O